2,4-diaminopentanoic acid NC(C(=O)O)CC(C)N